FC1=CC(=C(C=C1F)C(\C=C\C1=CC=C(C=C1)O)=O)O (E)-1-(4,5-difluoro-2-hydroxyphenyl)-3-(4-hydroxyphenyl)prop-2-en-1-one